2-(1-methylpyrazol-4-yl)cyclopropanecarboxylic acid CN1N=CC(=C1)C1C(C1)C(=O)O